1-(3-bromophenyl)-3-methylcyclobutane-1-carbohydrazide BrC=1C=C(C=CC1)C1(CC(C1)C)C(=O)NN